ethyl ((1-(1-((1s,4s)-4-isopropylcyclohexyl)piperidin-4-yl)-3-(pyrrolidin-1-ylmethyl)-1H-pyrrolo[2,3-b]pyridin-2-yl)methyl)carbamate C(C)(C)C1CCC(CC1)N1CCC(CC1)N1C(=C(C=2C1=NC=CC2)CN2CCCC2)CNC(OCC)=O